C1(=CC=CC=C1)N(C1=CC=C(C=C1)N)CC(COC(C(=C)C)=O)O N-phenyl-N-(3-methacryloyloxy-2-hydroxypropyl)-p-phenylenediamine